(Z)-hept-2-en-1-yl 12-(2-(dimethylamino)ethyl)henicosanoate CN(CCC(CCCCCCCCCCC(=O)OC\C=C/CCCC)CCCCCCCCC)C